CCCCCCCC/C=C\\CCCCCCCCC(C(=O)O)O The molecule is a 2-hydroxy fatty acid that is (11Z)-icos-11-enoic acid which carries a hydroxy group at position 2. It is a 2-hydroxy fatty acid, a hydroxy monounsaturated fatty acid and a long-chain fatty acid. It derives from an (11Z)-icos-11-enoic acid. It is a conjugate acid of a 2-hydroxygondoate.